COC1=CC=C(C=C1)C1=CC(=NN1)NC=1C=C2C=CNC2=CC1 N-(5-(4-methoxyphenyl)-1H-pyrazol-3-yl)-1H-indol-5-amine